C(C)(C)(C)OC(=O)N1C=C(C2=CC=CC=C12)B1OC(C)(C)C(C)(C)O1 1-(tert-butoxycarbonyl)indole-3-boronic acid pinacol ester